2-((4'-chloro-[1,1'-biphenyl]-3-yl)amino)-N-(pyrimidin-5-yl)pyrimidine-4-carboxamide ClC1=CC=C(C=C1)C1=CC(=CC=C1)NC1=NC=CC(=N1)C(=O)NC=1C=NC=NC1